FC1(CN(C[C@H]1NC1=NN2C(C(=N1)OC)=C(C=C2)C=2C=CC1=C(N(N=N1)[C@H](CF)C)C2)C(C)=O)F 1-((R)-3,3-difluoro-4-((5-(1-((S)-1-fluoropropan-2-yl)-1H-benzo[d][1,2,3]triazol-6-yl)-4-methoxypyrrolo[2,1-f][1,2,4]triazin-2-yl)amino)pyrrolidin-1-yl)ethan-1-one